2-(4-(1-(1H-benzo[d]imidazol-1-yl)ethyl)phenyl)-5-(difluoromethyl)-1,3,4-oxadiazole N1(C=NC2=C1C=CC=C2)C(C)C2=CC=C(C=C2)C=2OC(=NN2)C(F)F